The molecule is a member of the class xanthones which consists of a dihydroxanthone skeleton substituted by a acetyloxy group at position 4, a hydroxy group at position 8, a methyl group at position 6 and a methoxycarbonyl group at position 4a (the 4R,4aS stereoisomer). It is isolated from Penicillium and exhibits potent antitumour activity against both human and murine tumour cell lines. It has a role as an antineoplastic agent, an antimicrobial agent and a Penicillium metabolite. It is a diester, a member of xanthones, a member of phenols, an acetate ester and a methyl ester. CC1=CC(=C2C(=C1)O[C@@]3([C@@H](C=CC=C3C2=O)OC(=O)C)C(=O)OC)O